[5-(4-chlorobenzamido)-2-[(4-chlorophenyl)methyl]-3-oxo-1,2,4-thiadiazolidin-4-yl]methyl (2R)-2-[(2R)-2-azaniumyl-3-methylbutanamido]-3-methylbutanoate Chloride [Cl-].[NH3+][C@@H](C(=O)N[C@@H](C(=O)OCN1C(N(SC1NC(C1=CC=C(C=C1)Cl)=O)CC1=CC=C(C=C1)Cl)=O)C(C)C)C(C)C